C(C)(=O)C1=C(C=CC(=C1)F)NC1=C(C(=O)OC)C=C(C=C1)C(F)(F)F methyl 2-((2-acetyl-4-fluorophenyl)amino)-5-(trifluoromethyl)-benzoate